8-bromo-3-[3-[tert-butyl(dimethyl)silyl]oxycyclobutyl]-6-methyl-2-sulfanylidene-1H-quinazolin-4-one BrC=1C=C(C=C2C(N(C(NC12)=S)C1CC(C1)O[Si](C)(C)C(C)(C)C)=O)C